The molecule is a glycosyloxyflavone that is kaempferol attached to a 5-O-acetyl-alpha-D-apiofuranosyl residue at position 3 and a alpha-L-rhamnopyranosyl residue at position 7 via glycosidic linkages. Isolated from the aerial parts of Vicia faba and Lotus edulis, it exhibits inhibitory activity against topoisomerse I and II. It has a role as an EC 5.99.1.2 (DNA topoisomerase) inhibitor, an EC 5.99.1.3 [DNA topoisomerase (ATP-hydrolysing)] inhibitor, an antineoplastic agent and a plant metabolite. It is a glycosyloxyflavone, an acetate ester, an alpha-L-rhamnoside and a dihydroxyflavone. It derives from a kaempferol. C[C@H]1[C@@H]([C@H]([C@H]([C@@H](O1)OC2=CC(=C3C(=C2)OC(=C(C3=O)O[C@@H]4[C@H]([C@](CO4)(COC(=O)C)O)O)C5=CC=C(C=C5)O)O)O)O)O